BrC(C1=NN=C2N1C=C(N=C2)C=2C=NC(=CC2)OC(C(F)F)C)(F)F 3-[bromo(difluoro)methyl]-6-[6-(2,2-difluoro-1-methyl-ethoxy)-3-pyridyl]-[1,2,4]triazolo[4,3-a]pyrazine